C(CCC)[Sn](OC(C)C)(OC(C)C)CCCC dibutyl-diisopropoxytin